6-(cyclopropanecarboxamido)-4-((3-methoxy-4-(1-((3S,4S)-4-methoxytetrahydrofuran-3-yl)-1H-pyrazol-4-yl)pyridin-2-yl)amino)nicotinamide C1(CC1)C(=O)NC1=NC=C(C(=O)N)C(=C1)NC1=NC=CC(=C1OC)C=1C=NN(C1)[C@H]1COC[C@H]1OC